CN1NC=C(C1)C(=O)N 2-methyl-1H-pyrazole-4-amide